2-Amino-4-(difluoromethyl)phenol NC1=C(C=CC(=C1)C(F)F)O